m-propylphenol C(CC)C=1C=C(C=CC1)O